2,2-Difluoro-3-((1S,3R)-3-methyl-1-(5-((1-propylazetidin-3-yl)methyl)thiazol-2-yl)-1,3,4,9-tetrahydro-2H-pyrido[3,4-b]indol-2-yl)propan-1-ol FC(CO)(CN1[C@@H](C=2NC3=CC=CC=C3C2C[C@H]1C)C=1SC(=CN1)CC1CN(C1)CCC)F